(E)-N-(1-(1H-indol-3-yl)-3-hexene-2-yl)-6-(4-methylpiperazin-1-yl)benzo[b]thiophene-2-carboxamide N1C=C(C2=CC=CC=C12)CC(\C=C\CC)NC(=O)C1=CC2=C(S1)C=C(C=C2)N2CCN(CC2)C